(R)-N-(1-(3,4-dichlorophenyl)-2-(dimethylamino)ethyl)naphthalene-1-sulfonamide ClC=1C=C(C=CC1Cl)[C@H](CN(C)C)NS(=O)(=O)C1=CC=CC2=CC=CC=C12